tert-butyl (3R,4R)-4-amino-3-hydroxy-piperidine-1-carboxylate N[C@H]1[C@@H](CN(CC1)C(=O)OC(C)(C)C)O